N1(CCOCC1)C(=O)C=1C=C(C=CC1)C=1C(=C(C(=O)N)C=CC1)NC1=CC=CC=C1 (3-(morpholine-4-carbonyl)phenyl)-2-(phenylamino)benzamide